tert-butyl (2S)-2-[2-(2,2-dimethyl-5,6-dihydropyran-4-yl)phenyl]pyrrolidine-1-carboxylate CC1(OCCC(=C1)C1=C(C=CC=C1)[C@H]1N(CCC1)C(=O)OC(C)(C)C)C